COC1=NC(=CC2=C(C=CC=C12)S(=O)(=O)N1CCN(CC1)C(=O)OC(C)(C)C)C tert-butyl 4-((1-methoxy-3-methylisoquinolin-5-yl)sulfonyl)piperazine-1-carboxylate